N1NCC2C1=CC=CC=N2 Tetrahydropyrazoloazepine